C(CCCC)OS(=O)(=O)[O-].[NH4+] ammonium pentylsulfate